1,1,3,3-tetramethyl-1,3-bis(1-methylpropyl)disiloxane C[Si](O[Si](C(CC)C)(C)C)(C(CC)C)C